methyl 3-amino-4-(tert-butoxy)benzoate NC=1C=C(C(=O)OC)C=CC1OC(C)(C)C